C(CCCC)(=O)C(O)(C[N+](C)(C)C)CC([O-])=O Valerylcarnitin